N-(1-(2-bromo-3-fluorophenyl)pent-4-en-1-yl)-2-methylpropan-2-sulfinamide BrC1=C(C=CC=C1F)C(CCC=C)NS(=O)C(C)(C)C